creatine, hydrochloride Cl.O=C(O)CN(C)C(N)=N